N-[8-fluoro-2-methylimidazo[1,2-a]pyridin-6-yl]-5-(3,3,5,5-tetramethylpiperazin-1-yl)cinnoline-8-carboxamide FC=1C=2N(C=C(C1)NC(=O)C=1C=CC(=C3C=CN=NC13)N1CC(NC(C1)(C)C)(C)C)C=C(N2)C